(4-(2-chloropyrimidin-4-yl)-2-methylphenyl)methylamine hydrochloride Cl.ClC1=NC=CC(=N1)C1=CC(=C(C=C1)CN)C